trans-2-pentadecene-1,1-dicarboxylic acid C(\C=C\CCCCCCCCCCCC)(C(=O)O)C(=O)O